8-[1-(3-Fluoro-4-trifluoromethyl-benzyl)-1H-pyrazol-4-yl]-2-(2-hydroxy-ethylamino)-1-propyl-1,7-dihydro-purin-6-one FC=1C=C(CN2N=CC(=C2)C2=NC=3N=C(N(C(C3N2)=O)CCC)NCCO)C=CC1C(F)(F)F